N-(3-(difluoromethyl)-1-(1-(1-(2-hydroxy-2-methylpropanoyl)piperidin-4-yl)azetidin-3-yl)-1H-pyrazol-4-yl)-6-(1H-pyrazol-3-yl)-2-pyridineamide FC(C1=NN(C=C1NC(=O)C1=NC(=CC=C1)C1=NNC=C1)C1CN(C1)C1CCN(CC1)C(C(C)(C)O)=O)F